4-(1,3-dimethyl-2,3-dihydro-1H-benzimidazol-2-yl)-N,N-dimethylaniline CN1C(N(C2=C1C=CC=C2)C)C2=CC=C(N(C)C)C=C2